NC1=C(N=C(C=2C(NNC(C21)=O)=O)Cl)C2=CC=CC=C2 8-amino-5-chloro-7-phenylpyrido[3,4-d]pyridazin-1,4(2H,3H)-dione